2-Chloro-6-(trifluoromethyl)benzene-1-sulfonyl chloride ClC1=C(C(=CC=C1)C(F)(F)F)S(=O)(=O)Cl